tert-butyl 6-(2-acetoxyacetyl)-2,6-diazaspiro[3.3]heptane-2-carboxylate C(C)(=O)OCC(=O)N1CC2(CN(C2)C(=O)OC(C)(C)C)C1